C1(CC1)NC(C1=C(C(=C(C(=C1)CC1=C(C(=NC=C1)NS(NCCF)(=O)=O)F)F)F)NC1=C(C=C(C=C1)I)F)=O N-cyclopropyl-3,4-difluoro-5-[[3-fluoro-2-(2-fluoroethylsulfamoylamino)pyridin-4-yl]methyl]-2-(2-fluoro-4-iodoanilino)benzamide